CN1N=C(C=C1C1=CC(=CC=2N(N=NC21)C/C(=C/CN)/F)C(F)(F)F)C (Z)-4-[4-(1,3-dimethyl-1H-pyrazol-5-yl)-6-(trifluoromethyl)-1H-benzo[d][1,2,3]triazol-1-yl]-3-fluorobut-2-en-1-amine